CC1CC=C(NC1)C=1C=CC2=C(N=CS2)C1 5-(5-methyl-1,4,5,6-tetrahydropyridin-2-yl)benzo[d]thiazole